FC1=CC=C(C=C1)NNC(=O)C=1C=NC=CC1 N'-(4-fluorophenyl)-3-pyridineformylhydrazine